NC1=NN(C2=NC(=CC=C21)N2CCCC2)C(=O)C2=C(C=CC=C2)C (3-amino-6-(pyrrolidin-1-yl)-1H-pyrazolo[3,4-b]pyridin-1-yl)(o-tolyl)methanone